(N,N-dimethyl)amino-ethoxyethanol CN(C)C(C)(O)OCC